(9H-fluoren-9-yl)methyl (S)-3-(((S)-1-((4-chloro-3-methylphenyl)amino)-4-hydroxy-1-oxobutan-2-yl)carbamoyl)-3,4-dihydroisoquinoline-2(1H)-carboxylate ClC1=C(C=C(C=C1)NC([C@H](CCO)NC(=O)[C@H]1N(CC2=CC=CC=C2C1)C(=O)OCC1C2=CC=CC=C2C=2C=CC=CC12)=O)C